NC=1N=NC(=CC1N1CC(OCC1)C1=C(C=C(C(=O)N2CCC(CC2)(F)CN2CCC(CC2)N2C=C(C3=CC(=CC=C23)N2CNCC=C2)C)C=C1)C)C1=C(C=CC=C1)O 1-(1-(1-((1-(4-(4-(3-Amino-6-(2-hydroxyphenyl)pyridazin-4-yl)morpholin-2-yl)-3-methylbenzoyl)-4-fluoropiperidin-4-yl)methyl)piperidin-4-yl)-3-methyl-1H-indol-5-yl)dihydropyrimidine